benzo[d][1,2,3]thiadiazole S1N=NC2=C1C=CC=C2